COCN(CC1=CC=CC=C1)C[Si](C)(C)C N-methoxymethyl-N-(trimethylsilylmethyl)benzylamine